ClC1=CC2=C(OCC(O2)(C)C)C=C1CN1OCC(C1=O)(C)C 2-[(6-chloro-3,3-dimethyl-2H-1,4-benzodioxin-7-yl)methyl]-4,4-dimethyl-isoxazolidin-3-one